COC(C1=CC(=C(C=C1)N)C=1N(N=CC1N)CC1=CC=C(C=C1)OC)=O.BrC1=CC=C(C=C1)C=1N=NC(=CC1)CN1CCN(CC1)CC 3-(4-bromophenyl)-6-((4-ethylpiperazin-1-yl)methyl)pyridazine methyl-4-amino-3-[4-amino-2-[(4-methoxyphenyl)methyl]pyrazol-3-yl]benzoate